iodo-N-(2-methyl-4-(trifluoromethyl)phenyl)acetamide ICC(=O)NC1=C(C=C(C=C1)C(F)(F)F)C